3-methyl-5-(N-(4-(2-methoxy-2-oxoethyl)benzyl)-N-phenethylsulfamoyl)benzofuran-2-carboxylic acid ethyl ester C(C)OC(=O)C=1OC2=C(C1C)C=C(C=C2)S(N(CCC2=CC=CC=C2)CC2=CC=C(C=C2)CC(=O)OC)(=O)=O